2,5-bis(2-thienyl)thieno[3,2-b]thiophene S1C(=CC=C1)C1=CC2=C(S1)C=C(S2)C=2SC=CC2